C(CCCCCCCCC)(N)N decane-diamine